NC1=CC=C(C=C1)C1=NC(=NC=C1C)NC1=CC(=CC(=C1)C(F)(F)F)C(F)(F)F 4-(4-aminophenyl)-N-(3,5-bis(trifluoromethyl)phenyl)-5-methylpyrimidin-2-amine